FC1=C(CNC(=O)C=2C(C(=C3N(C4CC(CCN(C3=O)C4)F)C2)O)=O)C=CC(=C1)F N-(2,4-difluorobenzyl)-5-fluoro-12-hydroxy-1,11-dioxo-1,4,5,6,7,11-hexahydro-3H-2,7-methanopyrido[1,2-a][1,4]diazonine-10-carboxamide